Cl.Cl.N1=CC(=CC=C1)O pyridin-3-ol dihydrochloride